tert-butyl (7R)-4,7-dimethyl-1-oxa-8-azaspiro[4.5]dec-3-ene-8-carboxylate CC1=CCOC12C[C@H](N(CC2)C(=O)OC(C)(C)C)C